ClC1=C(C=C(C=C1)[C@@H]1[C@H](C1)C=1C=2N(N=C(C1)C=1C(=NC(=NC1)OC)OC)C=CN2)F |r| racemic-8-((1S,2S)-2-(4-chloro-3-fluorophenyl)cyclopropyl)-6-(2,4-dimethoxypyrimidin-5-yl)imidazo[1,2-b]pyridazine